C(C)(=O)N[C@H]1CCC2=C(C3=CC=C(C(C=C13)=O)C(=O)N)C(=C(C(=C2)OC)OC)OC (S)-7-acetamido-1,2,3-trimethoxy-9-oxo-5,6,7,9-tetrahydrobenzo[a]heptalen-10-carboxamide